N-(3-((R)-1-((2-amino-5-(1-methyl-1H-pyrazol-4-yl)pyridin-3-yl)oxy)ethyl)phenyl)-3-(methylsulfinyl)benzamide NC1=NC=C(C=C1O[C@H](C)C=1C=C(C=CC1)NC(C1=CC(=CC=C1)S(=O)C)=O)C=1C=NN(C1)C